bisbehenyl-dihydroxyethyl-ammonium chloride [Cl-].C(CCCCCCCCCCCCCCCCCCCCC)[NH+](CC(O)O)CCCCCCCCCCCCCCCCCCCCCC